6-(4-hydroxy-2,2,6,6-tetramethyl-piperidin-1-yl)-hexanoic acid OC1CC(N(C(C1)(C)C)CCCCCC(=O)O)(C)C